C(\C=C/C(=O)O)(=O)O.ClC=1C=C(NC2=C(C=NC3=CC(=C(C=C23)NC(\C=C\CN(C)C)=O)OCC)C#N)C=CC1OCC1=NC=CC=C1 (E)-N-{4-[3-chloro-4-(pyridin-2-ylmethoxy)anilino]-3-cyano-7-ethoxyquinolin-6-yl}-4-(dimethylamino)but-2-enamide maleate